C1(=CC(=CC=C1)OC=1C=C(C=CC1)C)C bis-m-toluyl ether